CC=1C=C2C=3C=C(C=CC3N(C2=CC1)C=1C=NC=CC1)C1=NC(=NC(=N1)C=1C=CC=2N(C3=CC=C(C=C3C2C1)C)C=1C=NC=CC1)C=1C=CC=2N(C3=CC=C(C=C3C2C1)C)C=1C=NC=CC1 2,4,6-tris(6-methyl-9-(pyridin-3-yl)-9H-carbazol-3-yl)-1,3,5-triazine